9,9'-(((1E,1'E)-(2,5-dimethyl-1,4-phenylene)bis(ethene-2,1-diyl))bis(4,1-phenylene))bis(9H-carbazole) CC1=C(C=C(C(=C1)/C=C/C1=CC=C(C=C1)N1C2=CC=CC=C2C=2C=CC=CC12)C)/C=C/C1=CC=C(C=C1)N1C2=CC=CC=C2C=2C=CC=CC12